C(C)(C)(C)OC(=O)N1CC(C1)([C@H](C)NC(=O)C1=CC2=CC=CC(=C2C=C1)OC1=CC=C(C=C1)C(F)(F)F)F (S)-3-fluoro-3-(1-(5-(4-(trifluoromethyl)phenoxy)-2-naphthoylamino)ethyl)azetidine-1-carboxylic acid tert-butyl ester